CCCCC/C=C\\C/C=C\\C=C\\C(C/C=C\\CCCC(=O)O)O The molecule is an HETE having a 8-hydroxy group and (5Z)-, (9E)-, (11Z)- and (14Z)-double bonds. It has a role as a mouse metabolite. It is a conjugate acid of an 8-HETE(1-).